C(CCC=C)[Si](Cl)(Cl)CCCCCC=C (4-pentenyl)(6-heptenyl)dichlorosilane